C1(=CC=CC=C1)C1=CC=C2C(=N1)N(C(=N2)C=2C(=NC=CC2)N)C2=CC=C(C=C2)C2CCNCC2 3-[5-phenyl-3-[4-(4-piperidyl)phenyl]imidazo[4,5-b]pyridin-2-yl]pyridin-2-amine